FC1=C(C=CC(=C1)[N+](=O)[O-])N1CCSCCC1 4-(2-fluoro-4-nitrophenyl)-1,4-thiazepan